1-(((1-methoxy(propan-2-yl)oxy)-propan-2-yl)oxy)-propan-2-amine COCC(C)OCC(C)OCC(C)N